3-(5-(5-hydroxypentyl)-2-methyl-4-oxoquinazolin-3(4H)-yl)piperidine-2,6-dione OCCCCCC1=C2C(N(C(=NC2=CC=C1)C)C1C(NC(CC1)=O)=O)=O